C(C)(C)(C)OC(=O)N1CCC(=CC1)C1=CN=NC2=C(C=CC=C12)C(=O)OC methyl 4-[1-(tert-butoxycarbonyl)-3,6-dihydro-2H-pyridin-4-yl]cinnoline-8-carboxylate